3-(2-cyclopropyl-4-iodo-1H-imidazol-1-yl)bicyclo[1.1.1]pentane-1-carboxylic acid methyl ester COC(=O)C12CC(C1)(C2)N2C(=NC(=C2)I)C2CC2